FC1=C(OC2=CC(=C(C=N2)C(=O)C2=CNC3=NC=CC(=C32)N[C@H]3CO[C@@H](CC3)CO)C)C=CC=C1 (6-(2-fluorophenoxy)-4-methylpyridin-3-yl)(4-(((3R,6S)-6-(hydroxymethyl)tetrahydro-2H-pyran-3-yl)amino)-1H-pyrrolo[2,3-b]pyridin-3-yl)methanone